NC(C(=O)O)CCP(=O)(OCO)O 2-amino-4-(hydroxymethyl-phosphono)-butyric acid